C(C)OC(=O)C1=CC(=NC=C1)C(NC12CC(C1)(C2)NC(COC2=CC(=C(C=C2)Cl)F)=O)=O 2-({3-[2-(4-chloro-3-fluorophenoxy)acetamido]bicyclo[1.1.1]pent-1-yl}carbamoyl)pyridine-4-carboxylic acid ethyl ester